C1(=CC=CC2=CC=CC=C12)NC(C=1C(C(=O)O)=CC=CC1)=O N-1-Naphthyl-phthalamic acid